FCCN1[C@H]2CN([C@H]2CC1)C1=C2C(=NC=NC2=CC=C1OC)N 5-((1s,5s)-2-(2-fluoroethyl)-2,6-diazabicyclo[3.2.0]hept-6-yl)-6-methoxyquinazolin-4-amine